BrC=1C=C2C(=NC=NC2=CC1)C1C(NC(CC1)=O)=O 3-(6-bromoquinazolin-4-yl)piperidine-2,6-dione